1-(2,2-difluoro-3beta,7beta-dihydroxy-5beta-cholan-24-yl)-piperidine-3-carboxylic acid FC1([C@@H](C[C@H]2C[C@@H]([C@H]3[C@@H]4CC[C@H]([C@@H](CCCN5CC(CCC5)C(=O)O)C)[C@]4(CC[C@@H]3[C@]2(C1)C)C)O)O)F